C[C@H]1CN(CCN1)C1=CC=C(C=C1)C(F)(F)F (3S)-3-methyl-1-[4-(trifluoromethyl)phenyl]piperazine